6-bromo-2-tetrahydropyran-4-yl-1-[2-(trifluoromethoxy)ethyl]Benzimidazole BrC=1C=CC2=C(N(C(=N2)C2CCOCC2)CCOC(F)(F)F)C1